[Br-].[Br-].C(C)C1(C(=C(C(=C1C)C)C)C)[Zr+2]C1C(=CC2=CC=CC=C12)C1=CC=CC=C1 (1-Ethyl-2,3,4,5-tetramethylcyclopentadienyl)(2-phenylindenyl)zirconium dibromide